[(1s,3s)-3-[(tert-butyldimethylsilyl)oxy]cyclobutyl]methyl methanesulfonate CS(=O)(=O)OCC1CC(C1)O[Si](C)(C)C(C)(C)C